NCC=1C=C(C=CC1)C1=CC(=CC2=C1N(C(=N2)C)C)C(=O)NC2=C(C=CC=C2)CC(=O)OCC ethyl 2-(2-(7-(3-(aminomethyl)phenyl)-1,2-dimethyl-1H-benzo[d]imidazole-5-carboxamido)phenyl)acetate